1-(4-((4-(4-amino-3-(4-phenoxyphenyl)-1H-pyrazolo[3,4-d]pyrimidin-1-yl)piperidin-1-yl)methyl)pyridin-3-yl)dihydropyrimidine-2,4(1H,3H)-dione NC1=C2C(=NC=N1)N(N=C2C2=CC=C(C=C2)OC2=CC=CC=C2)C2CCN(CC2)CC2=C(C=NC=C2)N2C(NC(CC2)=O)=O